Geranic Acid C(\C=C(/C)\CCC=C(C)C)(=O)O